thiophene-2,3-dicarbaldehyde-dioxime S1C(=C(C=C1)C=NO)C=NO